((2-methyl-5-(5-phenyl-4H-1,2,4-triazol-3-yl)phenyl)sulfonyl)azetidin-3-ol CC1=C(C=C(C=C1)C1=NN=C(N1)C1=CC=CC=C1)S(=O)(=O)N1CC(C1)O